N=1N(N=CC1)C1=C(C=CC=C1)C(=O)N1[C@@H]2[C@@H](C[C@H](C1)C2)OC2=NC=CC=C2 (2-(2H-1,2,3-triazol-2-yl)phenyl)((1S,4R,6R)-6-(pyridin-2-yloxy)-2-azabicyclo[2.2.1]heptan-2-yl)methanone